8-[3-chloro-2-fluoro-5-(trifluoromethyl)phenyl]-N-(2,3-dihydro-1,4-benzoxazin-4-yl)-4-morpholino-quinoline-3-carboxamide ClC=1C(=C(C=C(C1)C(F)(F)F)C=1C=CC=C2C(=C(C=NC12)C(=O)NN1CCOC2=C1C=CC=C2)N2CCOCC2)F